1-{1-(trityl)imidazol-4-yl}ethanol C(C1=CC=CC=C1)(C1=CC=CC=C1)(C1=CC=CC=C1)N1C=NC(=C1)C(C)O